CC1=CC=C(C=C1)S(=O)(=O)OC1CCC(CC1)CO [4-(hydroxymethyl)cyclohexyl] 4-methylbenzenesulfonate